ClC=1C=NC(=C(C(=O)NC2CCC(CC2)CN2C(N(C3=C2C=CC=C3)C3=CC=C(C=C3)OC)=O)C1)C 5-chloro-N-((1r,4r)-4-((3-(4-methoxyphenyl)-2-oxo-2,3-dihydro-1H-benzo[d]imidazol-1-yl)methyl)cyclohexyl)-2-methylnicotinamide